N-((5'H,7'H-spiro[cyclopropane-1,4'-thieno[2,3-c]pyran]-7'-yl)methyl)-2,2,2-Trifluoroethane-1-amine S1C=CC2=C1C(OCC21CC1)CNCC(F)(F)F